2,3-Dimethyl-6-ethyl-4-tert.-butoxy-phenol CC1=C(C(=CC(=C1C)OC(C)(C)C)CC)O